2-((2-ethyl-4-(4-methylpiperazin-1-yl)phenyl)amino)-4-((3-(2-oxo-1,3-oxazinan-3-yl)propyl)amino)pyrimidine-5-carbonitrile C(C)C1=C(C=CC(=C1)N1CCN(CC1)C)NC1=NC=C(C(=N1)NCCCN1C(OCCC1)=O)C#N